[6-(4-cyclopropylimidazol-1-yl)-2-azaspiro[3.3]heptan-2-yl]-[3-[5-[1-(trifluoromethyl)cyclopropyl]-1,2,4-oxadiazol-3-yl]azetidin-1-yl]methanone C1(CC1)C=1N=CN(C1)C1CC2(CN(C2)C(=O)N2CC(C2)C2=NOC(=N2)C2(CC2)C(F)(F)F)C1